5-methyl-1-(5-methylpyridin-2-yl)-4-((trimethylsilyl)ethynyl)-1H-imidazole CC1=C(N=CN1C1=NC=C(C=C1)C)C#C[Si](C)(C)C